(6-methylpyridin-3-yl)pyrrolidin-1-ium citrate C(CC(O)(C(=O)[O-])CC(=O)[O-])(=O)[O-].CC1=CC=C(C=N1)[NH+]1CCCC1.CC1=CC=C(C=N1)[NH+]1CCCC1.CC1=CC=C(C=N1)[NH+]1CCCC1